N-(2-(1-(2-(4-chlorophenoxy)-2-methylpropanoyl)piperidin-4-yl)ethyl)ethenesulfonamide ClC1=CC=C(OC(C(=O)N2CCC(CC2)CCNS(=O)(=O)C=C)(C)C)C=C1